N[C@H]1[C@H](COC1)NC1=NC(=C2C(=N1)N(N=C2)C)NC2=CC=C(C=C2)C(F)(F)F N6-[(3R,4S)-4-aminotetrahydrofuran-3-yl]-1-methyl-N4-[4-(trifluoromethyl)phenyl]pyrazolo[3,4-d]pyrimidine-4,6-diamine